((2S,6S)-1,4-dibenzyl-6-methylpiperazin-2-yl)methanol C(C1=CC=CC=C1)N1[C@@H](CN(C[C@@H]1C)CC1=CC=CC=C1)CO